2-[3-Cyclopropyl-5-(trifluoromethyl)pyrazol-1-yl]-1-[(2S,3S)-2-(2-chloro-3-methyl-phenyl)-3-[(3S)-3-methylmorpholin-4-yl]pyrrolidine-1-yl]ethanone C1(CC1)C1=NN(C(=C1)C(F)(F)F)CC(=O)N1[C@H]([C@H](CC1)N1[C@H](COCC1)C)C1=C(C(=CC=C1)C)Cl